ethyl ((R or S)-((((1S,4R)-4-(4-amino-2-oxopyrimidin-1(2H)-yl)-1-ethylcyclopent-2-en-1-yl) oxy) methyl) (phenoxy)phosphoryl)-L-alaninate NC1=NC(N(C=C1)[C@H]1C=C[C@@](C1)(CC)OC[P@@](=O)(OC1=CC=CC=C1)N[C@@H](C)C(=O)OCC)=O |o1:16|